2'-Chloro-5'-methoxy-6-methyl-N-(5-(1-methyl-1H-imidazole-2-carbonyl)-5,6-dihydro-4H-pyrrolo[3,4-d]thiazol-2-yl)-[4,4'-bipyridine]-3-carboxamide ClC1=NC=C(C(=C1)C1=C(C=NC(=C1)C)C(=O)NC=1SC2=C(N1)CN(C2)C(=O)C=2N(C=CN2)C)OC